IC1=CC(=C(C(=O)OC)C=C1OC\C=C/CC)C (Z)-Methyl 4-iodo-2-methyl-5-(pent-2-en-1-yloxy)benzoate